N-[(2-Amino-3-pyridyl)sulfonyl]-6-(2,3-dimethylphenyl)-2-[(4S)-2,2,4-trimethylpyrrolidin-1-yl]pyridin-3-carboxamid NC1=NC=CC=C1S(=O)(=O)NC(=O)C=1C(=NC(=CC1)C1=C(C(=CC=C1)C)C)N1C(C[C@@H](C1)C)(C)C